FC1=C(C(=O)NC(C(=O)O)CCN(CCCCC2=NC=3NCCCC3C=C2)CCOC(C)C)C(=CC=C1)C(F)(F)F 2-[[2-fluoro-6-(trifluoromethyl)benzoyl]amino]-4-[2-isopropoxyethyl-[4-(5,6,7,8-tetrahydro-1,8-naphthyridin-2-yl)butyl]amino]butanoic acid